C1(=CC=CC=C1)[C@H]1N(OCC1)C1=NC(=NC=C1)N 4-((S)-3-phenylisooxazolidin-2-yl)pyrimidin-2-amine